ClC1=C(C=CC=C1)N1C=2N(C3=C(C1=O)C=NC(=N3)NC3=CC=C1CCN(CC1=C3)C(=O)OC(C)(C)C)C=CN2 tert-butyl 7-{[6-(2-chlorophenyl)-5-oxo-5,6-dihydroimidazo[1,2-a]pyrimido[5,4-e]pyrimidin-2-yl] amino}-3,4-dihydroisoquinoline-2(1H)-carboxylate